5-(3,6-dihydro-2H-pyran-4-yl)pyridine-2-carbaldehyde O1CCC(=CC1)C=1C=CC(=NC1)C=O